[Na].NC=1C=C(C=C(C1)N)S(=O)(=O)O 3,5-diaminobenzenesulfonic acid sodium